N=S(=O)(C)C1=CC=C(C=C1)OC1=CC=NC2=CC(=CN=C12)OC imino(4-((7-methoxy-1,5-naphthyridin-4-yl)oxy)phenyl)(methyl)-λ6-sulfanone